Cl.O1C=NC=C1CNC(=O)NC1=CC=C(C=C1)CC1CCNCC1 1-(oxazol-5-ylmethyl)-3-(4-(piperidin-4-ylmethyl)phenyl)urea hydrochloride